tert-butyl (R)-8-amino-1,2,4a,5-tetrahydrobenzo[b]pyrazino[1,2-d][1,4]oxazine-3(4H)-carboxylate NC=1C=CC2=C(OC[C@@H]3N2CCN(C3)C(=O)OC(C)(C)C)C1